CC1=CC=C(C(=N1)C(=O)N1[C@@H]2[C@@H](C[C@H](C1)C2)NC2=NC=C(C=C2)C(F)(F)F)C2=NC=CC=C2 (6'-methyl-[2,3'-bipyridine]-2'-yl)((1S,4S,6R)-6-((5-(trifluoromethyl)pyridin-2-yl)amino)-2-azabicyclo[2.2.1]hept-2-yl)methanone